ClC=1C=C(C=CC1)C=1C=2N(C=C(C1)F)C(=CN2)C(=O)N2CCCCC2 (8-(3-chlorophenyl)-6-fluoroimidazo[1,2-a]pyridin-3-yl)(piperidin-1-yl)methanone